OC1CN(C1)C(=O)O[C@@H]1CC[C@H](CC1)C(N(C1=CC(=CC=C1)C=1N=C(OC1)C(C)C)C[C@@H]1CC[C@H](CC1)C1=NC(=C(C=C1)OC)C#N)=O trans-4-(((trans-4-(6-Cyano-5-methoxy-pyridin-2-yl)cyclohexyl)methyl)(3-(2-isopropyloxazol-4-yl)-phenyl)carbamoyl)-cyclohexyl 3-hydroxy-azetidine-1-carboxylate